O1CCC(CC1)C(C)NC(C1=CC=CC=C1)=O N-(1-(tetrahydro-2H-pyran-4-yl)ethyl)benzamide